1-Benzyl-2-methyl-3-oxopiperidine-4-carboxylic acid methyl ester COC(=O)C1C(C(N(CC1)CC1=CC=CC=C1)C)=O